4'-cyano-4-hydroxyazobenzene C(#N)C1=CC=C(C=C1)N=NC1=CC=C(C=C1)O